4-(3-(4-chloro-3-fluorophenyl)-1-(tetrahydro-2H-pyran-4-yl)-1H-pyrrolo[2,3-b]pyridine-6-carbonyl)-3,3-dimethylpiperazin-2-one ClC1=C(C=C(C=C1)C1=CN(C2=NC(=CC=C21)C(=O)N2C(C(NCC2)=O)(C)C)C2CCOCC2)F